[1,4-oxazepanamido] (2E,4E,6E,8E,10E,12E,14E,16Z,18E)-4,8,13,17-tetramethylicosa-2,4,6,8,10,12,14,16,18-nonaenedioate C/C(/C=C/C(=O)ONC(=O)C1OCCCNC1)=C\C=C\C(=C\C=C\C=C(\C=C\C=C(/C=C/C(=O)[O-])\C)/C)\C